ClC=1C(=C(NC=2C3=C(N=CN2)C=CC(=N3)O[C@@H]3CN(CC3)C(=O)OC(C)(C)C)C=CC1OC(F)(F)F)F tert-butyl (3S)-3-[4-[3-chloro-2-fluoro-4-(trifluoromethoxy)anilino]-pyrido[3,2-d]pyrimidin-6-yl]oxypyrrolidine-1-carboxylate